C(C)(C)C1=C(NC2=CC=C(C=C12)C1CCN(CC1)C1CC(C1)NC(OC(C)(C)C)=O)C=1C=C(C=2N(C1)N=CN2)C tert-butyl (3-(4-(3-isopropyl-2-(8-methyl-[1,2,4]triazolo[1,5-a]pyridin-6-yl)-1H-indol-5-yl)piperidin-1-yl)cyclobutyl)carbamate